1-AZETIDINEACETIC ACID N1(CCC1)CC(=O)O